N-Isopropyl-1,2-Diaminocyclohexan C(C)(C)NC1C(CCCC1)N